6-Chloro-N-(3-(dimethylamino)propyl)-3-(4-ethoxy-3-methoxybenzyl)-4-oxo-4H-chromene-2-carboxamide ClC=1C=C2C(C(=C(OC2=CC1)C(=O)NCCCN(C)C)CC1=CC(=C(C=C1)OCC)OC)=O